N1=CC=C(C=C1)CCCOC1=CC=C(CCNC(OC(C)(C)C)=O)C=C1 tert-Butyl 4-(3-(pyridin-4-yl)propoxy)phenethylcarbamate